Diphenyl-acrylketone C1(=CC=CC=C1)C(=CC(=O)C(=O)C(=O)C=C(C1=CC=CC=C1)C1=CC=CC=C1)C1=CC=CC=C1